The molecule is a cyclic dicarboxylic anhydride that is the cyclic anhydride of methyltetrahydrophthalic acid. It has a role as an allergen. It is a cyclic dicarboxylic anhydride and a tetrahydrofurandione. CC12CC=CCC1C(=O)OC2=O